OC[C@H](COCCOCCOC)NC(OCC1C2=CC=CC=C2C=2C=CC=CC12)=O (9H-fluoren-9-yl)methyl (R)-(1-hydroxy-3-(2-(2-methoxyethoxy)ethoxy)propan-2-yl)carbamate